O=C1OC2=C(N1C1C(NC(CC1)=O)=O)C=CC=C2C2CCN(CC2)CC2CCN(CC2)C2=CC(=CC=C2)S(=O)(=O)N2CCC(CC2)NC2=NC=C(C=N2)C(F)(F)F 3-(2-oxo-7-(1-((1-(3-((4-((5-(trifluoromethyl)pyrimidin-2-yl)amino)piperidin-1-yl)sulfonyl)phenyl)piperidin-4-yl)methyl)piperidin-4-yl)benzo[d]oxazol-3(2H)-yl)piperidine-2,6-dione